C1(CC1)C1=NC(=CC(=C1)C1=NNC=N1)C(F)(F)F 3-[2-cyclopropyl-6-(trifluoromethyl)pyridin-4-yl]-1,2,4-triazole